NC1=NC(=C(C=C1C=1C=C2CCNC(C2=CC1)=O)C1=CC=C(C=C1)C1N(CCOC1)CC(F)F)F 6-(2-amino-5-(4-(4-(2,2-difluoroethyl)morpholin-3-yl)phenyl)-6-fluoropyridin-3-yl)-3,4-dihydroisoquinolin-1(2H)-one